(Z)-N-(2-(4-(4-chloro-1,2-diphenyl-but-1-en-1-yl)phenoxy)ethyl)-3-((2-(2,6-dioxopiperidin-3-yl)-1-oxoisoindolin-4-yl)amino)-N-methylpropanamide ClCC/C(=C(\C1=CC=CC=C1)/C1=CC=C(OCCN(C(CCNC2=C3CN(C(C3=CC=C2)=O)C2C(NC(CC2)=O)=O)=O)C)C=C1)/C1=CC=CC=C1